C1(=CC=CC=C1)N1N(C(NC1=O)=O)COCC[Si](C)(C)C 1-phenyl-2-((2-(trimethylsilyl)ethoxy)methyl)-1,2,4-triazolidine-3,5-dione